C1(=CC=CC=C1)C(C#CCCCCCCCCC)(C(=O)O)C(=O)O phenyldodecynedicarboxylic acid